[N+](=O)([O-])C1=C(CS(=O)(=O)O)C=CC=C1.S(=O)(=O)(OCC1=C(C=CC=C1)[N+](=O)[O-])C1=CC=C(C)C=C1 2-nitrobenzyl tosylate (2-nitrotoluenesulfonate)